C(C)OC(=C)C=1N(C2=C(C(NCC2)=O)N1)C (1-ethoxyvinyl)-1-methyl-1,5,6,7-tetrahydro-4H-imidazo[4,5-c]pyridin-4-one